FC1(CN(CC1)C1=NC=CC(=C1NC(=O)C=1C=NC(=NC1)C(C)C)C1=CCCOC1)F N-(2-(3,3-difluoropyrrolidin-1-yl)-4-(3,6-dihydro-2H-pyran-5-yl)pyridin-3-yl)-2-isopropylpyrimidine-5-carboxamide